BrCC=1C=NC=C(C1)OCC1=CC(=CC=C1)CO[Si](C)(C)C(C)(C)C 3-(bromomethyl)-5-((3-(((tert-butyldimethylsilyl)oxy)methyl)benzyl)oxy)pyridine